nickel monoethyl 3,5-di-t-butyl-4-hydroxybenzyl phosphate P(=O)(OCC)(OCC1=CC(=C(C(=C1)C(C)(C)C)O)C(C)(C)C)[O-].[Ni+]